FC(C1CCC(CC1)NC(=O)C1=NC(=CN=C1)N1C=NC=C1)F N-((1r,4r)-4-(difluoromethyl)cyclohexyl)-6-(1H-imidazol-1-yl)pyrazine-2-carboxamide